N,N-dimethylaminostyrene CN(C)C=CC1=CC=CC=C1